C(#N)C=1C(=NC(=CC1C1=CC=CC=C1)C1=CC=CC=C1)SC(C(=O)O)C1=CC=CC=C1 2-((3-cyano-4,6-diphenylpyridin-2-yl)thio)-2-phenylacetic acid